N12CC(CC(CC1)C2)C(=O)C2=CC1=C(C=N2)C(=NN1)C1=CN=C2N1C=C(C=C2F)F azabicyclo[3.2.1]oct-3-yl-[3-(6,8-difluoroimidazo[1,2-a]pyridin-3-yl)-1H-pyrazolo[4,3-c]pyridin-6-yl]methanone